ethyl (R)-1-(1-(2,4-dibromo-1H-imidazol-1-yl)-3,3-dimethylbutan-2-yl)-4-oxo-1,4-dihydropyridine-3-carboxylate BrC=1N(C=C(N1)Br)C[C@@H](C(C)(C)C)N1C=C(C(C=C1)=O)C(=O)OCC